C(CCCCC(C)C)OC(CCC1=CC(=C(C(=C1)C(C)(C)C)OC)C(C)(C)C)=O isooctyl-3,5-di-tert-butyl-4-methoxy-hydrocinnamate